C(C1=CC=CC=C1)=O.[Na].[Na] disodium benzaldehyde